N-acetyl-O-tert-butyl-L-tyrosine C(C)(=O)N[C@@H](CC1=CC=C(C=C1)OC(C)(C)C)C(=O)O